CC1N(C(CCC1)C)[SiH](F)F 2,6-dimethyl-piperidinodifluorosilane